5-chloro-2-methyl-1,6-naphthyridine ClC1=C2C=CC(=NC2=CC=N1)C